FC1=CC=C(C=C1)C1=C(CCC(C1)(C)C)CN1C(N(CC1)CC1=C2CN(C(C2=CC=C1)=O)C1C(NC(CC1)=O)=O)=O 3-(4-((3-((4'-fluoro-5,5-dimethyl-3,4,5,6-tetrahydro-[1,1'-biphenyl]-2-yl)methyl)-2-oxoimidazolidin-1-yl)methyl)-1-oxoisoindolin-2-yl)piperidine-2,6-dione